FC1(CN(C1)C1=NC=C(C=C1)B1OC(C(O1)(C)C)(C)C)C 2-(3-fluoro-3-methylazetidin-1-yl)-5-(4,4,5,5-tetramethyl-1,3,2-dioxaborolan-2-yl)pyridine